N1(CCCC1)C=1C=C(C(N2CCN(CC2)C(=O)N2N=C(C=C2)C(=O)O)C(F)(F)F)C=CC1 1-(4-(3-(pyrrolidin-1-yl)(trifluoromethyl)benzyl)piperazine-1-carbonyl)-1H-pyrazole-3-carboxylic acid